4-(3-chloropropyl)oxybenzoyl-L-lysine ClCCCOC1=CC=C(C(=O)N[C@@H](CCCCN)C(=O)O)C=C1